Cl.ClC=1C=CC(=NC1)C1(OC2=C(O1)C=CC=C2N2[C@@H]1CC[C@H]1NCC2)C |r| rac-(1R,6R)-2-(2-(5-chloropyridin-2-yl)-2-methylbenzo[d][1,3]dioxol-4-yl)-2,5-diazabicyclo[4.2.0]octane hydrochloride